C(C)OC(CP(=O)(OCC)OCC)=O (Diethoxyphosphinyl)acetic acid ethyl ester